(S)-bis-(1-phenylethyl)amine C1(=CC=CC=C1)C(C)N[C@@H](C)C1=CC=CC=C1